COC(C1=C(C(=C(C(=C1C#N)Cl)Cl)Cl)Cl)=O.NC1=C2C(=NC=N1)N(N=C2C2=CC=C(C(=O)NC1=NC=CC(=C1)C)C=C2)CC2=CC=C(C=C2)C(NC2=C(C=CC=C2)N)=O 4-(4-amino-1-(4-((2-aminophenyl)carbamoyl)benzyl)-1H-pyrazolo[3,4-d]pyrimidin-3-yl)-N-(4-methylpyridin-2-yl)benzamide methyl-2,3,4,5-tetrachloro-6-cyanobenzoate